(2R,4S)-5-(biphenyl-4-yl)-4-[(t-butoxycarbonyl)amino]-2-methylpentanoic acid C1(=CC=C(C=C1)C[C@H](C[C@H](C(=O)O)C)NC(=O)OC(C)(C)C)C1=CC=CC=C1